methyl 7-bromo-1,1-difluoro-1,9a-dihydropyrido[2,1-c][1,4]thiazine-3,4-dicarboxylate BrC=1C=CC2C(SC(=C(N2C1)C(=O)[O-])C(=O)OC)(F)F